4-[[3-(2,3-difluoro-4-methoxyphenyl)imidazo[1,2-a]pyrazin-8-yl]amino]-2-methyl-N-[2-[3-[(2S)-1-methyl-3-oxoaziridin-2-yl]propanoylamino]ethyl]benzamide FC1=C(C=CC(=C1F)OC)C1=CN=C2N1C=CN=C2NC2=CC(=C(C(=O)NCCNC(CC[C@@H]1N(C1=O)C)=O)C=C2)C